ClC=1C=CC(=NC1)N[C@@H]1C[C@@H]2CN([C@H]1CC2)C(=O)C2=C(C(=CC=C2)F)N2N=CC=N2 ((1S,4R,6R)-6-((5-chloropyridin-2-yl)amino)-2-azabicyclo[2.2.2]oct-2-yl)(3-fluoro-2-(2H-1,2,3-triazol-2-yl)phenyl)methanone